4,4,5,5,5-pentafluoropentylsulfite FC(CCCOS(=O)[O-])(C(F)(F)F)F